2-phenylethylamine hydrochloride salt Cl.C1(=CC=CC=C1)CCN